C(C1=CC=CC=C1)SC1=CC(=C(C(=C1)F)C1=CC(=C2C=CC(=NC2=N1)C#N)C)F 7-[4-(benzylsulfanyl)-2,6-difluorophenyl]-5-methyl-1,8-naphthyridine-2-carbonitrile